1-[9-ethyl-6-(2-methylbenzoyl)-9H-carbazol-3-yl]-ethanone-1-(O-acetyl oxime) C(C)(=O)ON=C(C)C=1C=CC=2N(C3=CC=C(C=C3C2C1)C(C1=C(C=CC=C1)C)=O)CC